(2S)-3-(3-bromo-5-methyl-phenyl)-2-[(3R)-1-tert-butoxycarbonylpyrrolidin-3-yl]propionic acid BrC=1C=C(C=C(C1)C)C[C@H](C(=O)O)[C@@H]1CN(CC1)C(=O)OC(C)(C)C